5-(4-(trifluoromethyl)phenyl)-1H-pyrazole FC(C1=CC=C(C=C1)C1=CC=NN1)(F)F